2-{[(3R,4S)-3-fluoro-1-[4-({8-[(2R,3S)-3-(methanesulfonylmeth-yl)-2-methylazetidin-1-yl]-5-(propan-2-yl)isoquinolin-3-yl}amino)pyrimidin-2-yl]piperidin-4-yl]oxy}ethan-1-ol F[C@@H]1CN(CC[C@@H]1OCCO)C1=NC=CC(=N1)NC=1N=CC2=C(C=CC(=C2C1)C(C)C)N1[C@@H]([C@H](C1)CS(=O)(=O)C)C